Calcium tartratE C(=O)([O-])C(O)C(O)C(=O)[O-].[Ca+2]